C(C)(=O)C1=CC=C(C=C1)N1SC2=C(C1=O)C=CC=C2 (4-acetylphenyl)benzo[d]isothiazol-3(2H)-one